N-(1,3-benzodioxol-5-yl)-3-[4-cyano-5-phenoxy-3-(trifluoromethyl)pyrazol-1-yl]-N-methyl-benzamide O1COC2=C1C=CC(=C2)N(C(C2=CC(=CC=C2)N2N=C(C(=C2OC2=CC=CC=C2)C#N)C(F)(F)F)=O)C